ClC=1C=CC2=C(OC(CN2C2=CC(=C(C=C2)Cl)F)(C)C)N1 6-chloro-1-(4-chloro-3-fluorophenyl)-3,3-dimethyl-2,3-dihydro-1H-pyrido[2,3-b][1,4]oxazine